FC(OC1=CC=C(C=C1)C1=NOC=N1)(F)F 3-(4-(trifluoromethoxy)phenyl)-1,2,4-oxadiazole